C(C)OCOCC\C=C/CC[Li] (3Z)-6-(ethoxymethoxy)-3-hexenyl-lithium